The molecule is a glycosyloxyflavone that consists of myricetin attached to a alpha-L-rhamnopyranosyl residue at position 3 via a glycosidic linkage. Isolated from Myrica cerifera, it exhibits anti-allergic activity. It has a role as an anti-allergic agent, an EC 1.14.13.39 (nitric oxide synthase) inhibitor, an EC 2.7.11.13 (protein kinase C) inhibitor and a plant metabolite. It is a pentahydroxyflavone, a glycosyloxyflavone, an alpha-L-rhamnoside and a monosaccharide derivative. It derives from a myricetin. It is a conjugate acid of a myricitrin(1-). C[C@H]1[C@@H]([C@H]([C@H]([C@@H](O1)OC2=C(OC3=CC(=CC(=C3C2=O)O)O)C4=CC(=C(C(=C4)O)O)O)O)O)O